Ethyl 5-((4-chlorophenyl)thio)-1H-1,2,3-triazole-4-carboxylate ClC1=CC=C(C=C1)SC1=C(N=NN1)C(=O)OCC